(E)-3-chloro-2-(2-chloro-3-fluoro-4-pyridyl)-3-[5-methyl-1-(6-methyl-3-pyridyl)imidazol-4-yl]prop-2-enal Cl/C(=C(/C=O)\C1=C(C(=NC=C1)Cl)F)/C=1N=CN(C1C)C=1C=NC(=CC1)C